(2R,5S)-1-(1-tert-butoxycarbonylindoline-2-carbonyl)-5-phenyl-pyrrolidine-2-carboxylic acid C(C)(C)(C)OC(=O)N1C(CC2=CC=CC=C12)C(=O)N1[C@H](CC[C@H]1C1=CC=CC=C1)C(=O)O